1-(4-(2-(4-bromophenyl)propan-2-yl)thiazol-2-yl)-3-((2-methyl-6-(piperazin-1-yl)pyrimidin-4-yl)methyl)urea BrC1=CC=C(C=C1)C(C)(C)C=1N=C(SC1)NC(=O)NCC1=NC(=NC(=C1)N1CCNCC1)C